FC(S(=O)(=O)OC1=CCC(CC1)CO[Si](C)(C)C(C)(C)C)(F)F [4-[[tert-butyl(dimethyl)silyl]oxymethyl]cyclohexen-1-yl] trifluoromethanesulfonate